IC=1C=C(CNC2=C3N=CN(C3=NC=N2)[C@]2([C@H](O)[C@H](O)[C@H](O2)CO)[NH-])C=CC1 1-[N6-(3-iodobenzyl)-adenin-9-yl]-β-D-ribofuranosylamide